dibromopropylether BrC(CCOCCC(Br)Br)Br